3-methyl-1-(3-methyl-4-(1-((tetrahydro-2H-pyran-2-yl)methyl)-1H-1,2,3-triazol-4-yl)phenyl)-N-phenylazetidin-3-amine CC1(CN(C1)C1=CC(=C(C=C1)C=1N=NN(C1)CC1OCCCC1)C)NC1=CC=CC=C1